F[C@@H]1CN(CC[C@H]1C1=CC=C(C=C1)O)C1C(N(OCC1)CC1=CC=C(C=C1)F)=O 4-((3S,4S)-3-fluoro-4-(4-hydroxyphenyl)piperidin-1-yl)-2-(4-fluorobenzyl)-1,2-oxazinan-3-one